(3R,4S)-3-cyclopropyl-1-[6-(2-methoxypyridin-3-yl)pyrrolo[1,2-b]pyridazin-4-yl]-4-methyl-2-oxopyrrolidine-3-carbonitrile C1(CC1)[C@]1(C(N(C[C@H]1C)C=1C=2N(N=CC1)C=C(C2)C=2C(=NC=CC2)OC)=O)C#N